ClC1=C(C=C(C(=C1)F)C1=C(C(=C(C(=C1F)F)F)F)F)CCC(=O)O 3-(4-chloro-2',3',4',5',6,6'-hexafluoro-[1,1'-biphenyl]-3-yl)propanoic acid